4-(3-((1-(4-chlorophenyl)-2-oxo-2-(6-(pentafluoro-λ6-sulfanyl)indolin-1-yl)ethyl)amino)-5-methoxyphenoxy)butanoic Acid ClC1=CC=C(C=C1)C(C(N1CCC2=CC=C(C=C12)S(F)(F)(F)(F)F)=O)NC=1C=C(OCCCC(=O)O)C=C(C1)OC